C(C1=CC=CC=C1)(=O)OCC\C=C/CC (Z)-3-Hexenyl benzoate